N(C1=CC=CC=C1)C1=C(NC2=C1C(N([C@H](C2)C)C)=O)C2=CC(=NC=C2)NC(C(=C)C2=CC=C(C=C2)F)=O (2R)-N-{4-[(6S)-3-Anilino-5,6-dimethyl-4-oxo-4,5,6,7-tetrahydro-1H-pyrrolo[3,2-c]pyridin-2-yl]pyridin-2-yl}-2-(4-fluorophenyl)propenamid